1-{2-[(1s,3s)-3-(phenylmethoxy)cyclobutyl]Pyrimidin-5-yl}urea C1(=CC=CC=C1)COC1CC(C1)C1=NC=C(C=N1)NC(=O)N